1-[(2R,3R)-3-[(2R)-2-aminopropoxy]-2-(2-chloro-5-fluoro-3-methyl-phenyl)pyrrolidin-1-yl]-2-[3-cyclopropyl-5-(trifluoromethyl)pyrazol-1-yl]ethanone N[C@@H](CO[C@H]1[C@H](N(CC1)C(CN1N=C(C=C1C(F)(F)F)C1CC1)=O)C1=C(C(=CC(=C1)F)C)Cl)C